Cl[Si](CCCC=C)(C)Cl dichloro(methyl)pent-4-en-1-ylsilane